4-chloro-3-iodopyridin-2-ylcarbamic acid tert-butyl ester C(C)(C)(C)OC(NC1=NC=CC(=C1I)Cl)=O